N1(CCNCC1)C1=CC=C(C=C1)NC=1C=2N(C=CN1)C=CN2 N-(4-(piperazin-1-yl)phenyl)imidazo[1,2-a]pyrazin-8-amine